6-methyl-2-(piperazin-1-yl)pyrimidine CC1=CC=NC(=N1)N1CCNCC1